6-[[4-(6-methoxy-2-pyridinyl)phenyl]methyl]-7-methyl-3-tetrahydropyran-4-yl-imidazo[1,5-a]pyrazin-8-one COC1=CC=CC(=N1)C1=CC=C(C=C1)CC=1N(C(C=2N(C1)C(=NC2)C2CCOCC2)=O)C